ClC1=CC=C(C2=C1C=CO2)C(COC2=C(C=CC=C2Br)Br)=O 1-(4-chlorobenzofuran-7-yl)-2-(2,6-dibromophenoxy)ethan-1-one